3-{4-[trans-4-amino-3-fluoropiperidin-1-yl]-7-chloro-3-(3-chloro-5-methylphenyl)cinnolin-6-yl}-5-fluorobenzamide N[C@H]1[C@@H](CN(CC1)C1=C(N=NC2=CC(=C(C=C12)C=1C=C(C(=O)N)C=C(C1)F)Cl)C1=CC(=CC(=C1)C)Cl)F